N1(CCCC1)N PYRROLIDINAMINE